Cl.N1(N=CC=C1)C1=C(CNC2=C3N=CN(C3=NC(=N2)N2CCC(CC2)C2CCNCC2)C(C)C)C=CC=C1 N-(2-(1H-pyrazol-1-yl)benzyl)-2-([4,4'-bipiperidin]-1-yl)-9-isopropyl-9H-purin-6-amine hydrochloride